2-iodo-7,8-dihydro-6H-pyrazolo[4,5,1-ij]quinoline IC1=NN2CCCC3=CC=CC1=C23